(S)-Ethyl-2'-amino-6'-isobutyl-7-nitro-2,5',7'-trioxo-1'-phenyl-1',5',6',7'-tetrahydrospiro[indoline-3,4'-pyrrolo[3,4-b]-pyridine]-3'-carboxylate C(C)OC(=O)C=1[C@]2(C3=C(N(C1N)C1=CC=CC=C1)C(N(C3=O)CC(C)C)=O)C(NC3=C(C=CC=C32)[N+](=O)[O-])=O